CN1C(=NC2=C3C=CC=NC3=C3N=CC=CC3=C21)C2=CC=C(C=C2)C2=CC1=CC=CC=C1C=C2 1-methyl-2-(4-(naphth-2-yl)phenyl)-1H-imidazo[4,5-f]-[1,10]phenanthroline